N-[3-[(2,3-dihydroxypropyl)(2-hydroxyethyl)amino]propyl]oleamide OC(CN(CCCNC(CCCCCCC\C=C/CCCCCCCC)=O)CCO)CO